4-N,1-dimethylpyrazolo[3,4-d]pyrimidine-4,6-diamine CNC1=C2C(=NC(=N1)N)N(N=C2)C